Cl.F[C@@H]1C[C@H](NC1)C(=O)NC=1C=C2C=CC=C(C2=CC1)S(=O)(=O)O 6-((2S,4R)-4-Fluoropyrrolidine-2-carboxamido)naphthalene-1-sulfonic Acid Hydrochloride